(1R,3S,5R)-2-(2-(3-acetyl-7-(fluoromethyl)-5-(2-methylpyrimidin-5-yl)-1H-indazol-1-yl)acetyl)-N-(6-bromo-3-methylpyridin-2-yl)-5-methyl-2-azabicyclo[3.1.0]hexane-3-carboxamide C(C)(=O)C1=NN(C2=C(C=C(C=C12)C=1C=NC(=NC1)C)CF)CC(=O)N1[C@@H]2C[C@@]2(C[C@H]1C(=O)NC1=NC(=CC=C1C)Br)C